C1(CCC1)CN1C=NC(=C1)NC(C1=CC(=C(C=C1)C)C#CC=1C=NC=CC1)=O N-[1-(cyclobutylmethyl)imidazol-4-yl]-4-methyl-3-[2-(3-pyridinyl)ethynyl]benzamide